C(#N)C1=CC=C(C=C1)N1N=C(C=C1C1=CC=C(C=C1)C)C(=O)NC1CNCCC1 1-(4-cyanophenyl)-5-(4-methylphenyl)-N-piperidin-3-ylpyrazole-3-carboxamide